ClC1=C(C=CC=C1)CNC(=O)C1CN(C(C1)=O)C1CCCC1 N-[(2-chlorophenyl)methyl]-1-cyclopentyl-5-oxopyrrolidine-3-carboxamid